[N+](=O)([O-])C=1C=C(C=CC1)N1C=CC2=CC=CC=C12 3-nitrophenyl-1H-indole